N1(CCCCC1)P(OCC)(=O)CC1=CC=C(C=C1)C1=NOC(=N1)C(F)(F)F ethyl piperidin-1-yl(4-(5-(trifluoromethyl)-1,2,4-oxadiazol-3-yl)benzyl)phosphinate